1-[[2-(difluoro-methoxy)pyridin-4-yl]methyl]-3-(4,4-difluoro-1-methylcyclohexyl)urea FC(OC1=NC=CC(=C1)CNC(=O)NC1(CCC(CC1)(F)F)C)F